6-{4,7-diazaspiro[2.5]octan-7-yl}-2-(3-{3-[(4-methyl-1,2,4-triazol-3-yl)methyl]oxetan-3-yl}phenyl)-4-(trifluoromethyl)-3H-isoindol-1-one C1CC12NCCN(C2)C2=CC(=C1CN(C(C1=C2)=O)C2=CC(=CC=C2)C2(COC2)CC2=NN=CN2C)C(F)(F)F